6-((3-amino-5-((3S,4S)-4-amino-3-methyl-2-oxa-8-azaspiro[4.5]decan-8-yl)pyrazin-2-yl)thio)benzo[c][1,2]oxaborol-1(3H)-ol NC=1C(=NC=C(N1)N1CCC2([C@@H]([C@@H](OC2)C)N)CC1)SC=1C=CC2=C(B(OC2)O)C1